C1(CCCCC1)C(COCC=C)(COC)CC[Si](C(C)C)(C(C)C)C(C)C 2-cyclohexyl-2-(2-triisopropylsilylethyl)-1-allyloxy-3-methoxypropane